(dl)-N-acetylcysteine C(C)(=O)N[C@@H](CS)C(=O)O